(R)-4-fluoro-N'-((1,2,3,5,6,7-hexahydrodicyclopenta[b,e]pyridin-8-yl)carbamoyl)-1-isopropyl-1H-pyrazole-3-sulfonimidamide FC=1C(=NN(C1)C(C)C)[S@@](=O)(N)=NC(NC1=C2C(=NC3=C1CCC3)CCC2)=O